6-hydroxynaphthylmethylene-2,6-di-tert-butyl-2,5-cyclohexadien-1-one OC=1C=C2C=CC=C(C2=CC1)C=C1C=C(C(C(=C1)C(C)(C)C)=O)C(C)(C)C